norbornene-2,3-dicarboxylic acid diethyl ester C(C)OC(=O)C=1C2CCC(C1C(=O)OCC)C2